5-(4-chlorophenyl)pyrimidine-2,4-diamine ClC1=CC=C(C=C1)C=1C(=NC(=NC1)N)N